C(C1=CC=CC=C1)N(C(CC1N(C(CC1)=O)CC1=C(C=C(C=C1)Cl)Cl)=O)CC1=CC=CC=C1 N,N-dibenzyl-2-[1-[(2,4-dichlorophenyl)methyl]-5-oxopyrrolidin-2-yl]acetamide